CC(C)CCC(CCCC)C 2,5-dimethylnonane